C(C1=CC=CC=C1)SC1=CC(=C(C(=C1)F)C=1N=C2N(C=CC(=C2)Cl)C1C[C@H]1CN(CCO1)C(=O)OC)Cl methyl (S)-2-((2-(4-(benzylthio)-2-chloro-6-fluorophenyl)-7-chloroimidazo[1,2-a]pyridin-3-yl)methyl)morpholine-4-carboxylate